O[C@H](C)[C@@H]1[C@H]2[C@H](C=C(N2C1=O)C(=O)O)C (4S,5R,6S)-6-((R)-1-hydroxyethyl)-4-methyl-7-oxo-1-azabicyclo[3.2.0]hept-2-ene-2-carboxylic acid